7-(2-Cyclopropyl-benzyl)-5-[1-(2-cyclopropyl-6-fluoro-phenyl)-piperidin-4-yl]-2-methyl-2,4,5,7-tetrahydro-pyrazolo[3,4-d]pyrimidin-6-on C1(CC1)C1=C(CN2C(N(CC=3C2=NN(C3)C)C3CCN(CC3)C3=C(C=CC=C3F)C3CC3)=O)C=CC=C1